4-(3-(dimethylamino)propoxy)aniline CN(CCCOC1=CC=C(N)C=C1)C